O1C(=NN=C1)C=1N=C2N(C=3N=C(C=C(C3C=C2)C(C(F)(F)F)(F)F)C2CN(CC2)C(=O)OC(C)(C)C)C1 tert-butyl 3-[8-(1,3,4-oxadiazol-2-yl)-4-(1,1,2,2,2-pentafluoroethyl)imidazo[1,2-a]1,8-naphthyridin-2-yl]pyrrolidine-1-carboxylate